C(#N)CNC(CN1C(N(CC12CCC(CC2)(C2=CC=CC=C2)N(C)C)CC2=CC=C(C=C2)OC)=O)=O N-(cyano-methyl)-2-[8-dimethylamino-3-[(4-methoxyphenyl)-methyl]-2-oxo-8-phenyl-1,3-diazaspiro[4.5]decan-1-yl]-acetamide